COC(=O)C=1C=C(C=2N(C1)N=C(C2C)C=2N(C1=C(C=CC=C1C2)C2CCN(CC2)C(C)=O)CC2CC2)F 2-(7-(1-Acetylpiperidin-4-yl)-1-(cyclopropylmethyl)-1H-indol-2-yl)-4-fluoro-3-methylpyrazolo[1,5-a]pyridine-6-carboxylic acid methyl ester